[(1S)-3-[tert-butyl(diphenyl)silyl]oxy-1-methyl-propyl] methanesulfonate CS(=O)(=O)O[C@H](CCO[Si](C1=CC=CC=C1)(C1=CC=CC=C1)C(C)(C)C)C